CC=1C(=NC=CC1)C=1N=C(SC1C(=O)OCC)NC1=NC=CC(=C1)C Ethyl 4-(3-methylpyridin-2-yl)-2-[(4-methylpyridin-2-yl)amino]-1,3-thiazole-5-carboxylate